5-bromocytidine 5'-triphosphate P(O)(=O)(OP(=O)(O)OP(=O)(O)O)OC[C@@H]1[C@H]([C@H]([C@@H](O1)N1C(=O)N=C(N)C(=C1)Br)O)O